O1N=C(C2=C1C=CC=C2)NS(=O)(=O)C=2C=C(C=CC2)C2=CC=CC=C2 N-(benzo[d]isoxazol-3-yl)-[1,1'-biphenyl]-3-sulfonamide